BrC1=CC(=C2C(=NNC2=C1)COCC[Si](C)(C)C)N1CCN(CC1)C(C(C)C)=O 1-[4-(6-bromo-{[2-(trimethylsilyl)ethoxy]methyl}indazol-4-yl)piperazin-1-yl]-2-methylpropan-1-one